[C].C(C)(C)(C)N1CCNC=C1 tert-butyl-tetrahydropyrazine carbon